ClC1=CC=C(C=C1)CC(=O)NC1=C(SC(=C1)C(F)(F)F)CC(=O)OCC ethyl 2-(3-(2-(4-chlorophenyl)acetamido)-5-(trifluoromethyl)thiophen-2-yl)acetate